CC(CCO)(C)OC 3-methyl-3-methoxy-butanol